bis(2,6-dimethylphenoxy)phenylphosphine oxide CC1=C(OP(C2=CC=CC=C2)(OC2=C(C=CC=C2C)C)=O)C(=CC=C1)C